COC=1C=C2C(=NC1)N(C=N2)CC2=CC1=C(O[C@@H](CO1)C=1C=NC(=CC1)OC)C(=C2)OC (R)-6-methoxy-3-((8-methoxy-2-(6-methoxypyridin-3-yl)-2,3-dihydrobenzo[b][1,4]dioxin-6-yl)methyl)-3H-imidazo[4,5-b]pyridine